N-{[6-({[(4,4-difluorocyclohexyl)methyl]amino}methyl)imidazo[1,2-a]pyridin-2-yl]methyl}-4-oxo-4H-pyrido[1,2-a]pyrimidine-2-carboxamide FC1(CCC(CC1)CNCC=1C=CC=2N(C1)C=C(N2)CNC(=O)C=2N=C1N(C(C2)=O)C=CC=C1)F